NC=1N=NC(=CC1N1CC2CCC(C1)N2C=2C=CC(=NC2)OC2CCN(CC2)C2CC1(C2)CC(C1)C(=O)OC)C1=C(C=CC=C1)OCC1=CC=CC=C1 methyl 2-[4-[[5-[3-[3-amino-6-(2-benzyloxyphenyl)pyridazin-4-yl]-3,8-diazabicyclo[3.2.1]octan-8-yl]-2-pyridyl]oxy]-1-piperidyl]spiro[3.3]heptane-6-carboxylate